C(CC)(=O)OC1CCCC1.P(=O)(O)(O)O Phosphate-Cyclopentyl Propionate